C(C)(C)(C)OC(=O)N([C@H]1CN(CC1)C=1C=CC(=C2N=C(SC21)OC)C(=O)O)C 7-[(3R)-3-[tert-butoxycarbonyl(methyl)amino]pyrrolidin-1-yl]-2-methoxy-1,3-benzothiazole-4-carboxylic acid